C(C1=CC=CC=C1)OC1=NC(=CC=C1C1=NN(C2=CC(=CC=C12)N1CCC2(CCN(CC2)C(=O)OC(C)(C)C)CC1)C)OCC1=CC=CC=C1 tert-butyl 9-(3-(2,6-bis(benzyloxy) pyridin-3-yl)-1-methyl-1H-indazol-6-yl)-3,9-diazaspiro[5.5]undecane-3-carboxylate